COC(CCC(CCN(CC1=CC=CC=C1)CC1=CC=CC=C1)(C)C)=O 6-(dibenzylamino)-4,4-dimethyl-hexanoic acid methyl ester